1-(4-((3-amino-5-(2-amino-2,3-dihydrospiro[indene-1,4'-piperidin]-1'-yl)pyrazin-2-yl)thio)-3,3-difluoro-indolin-1-yl)ethan-1-one NC=1C(=NC=C(N1)N1CCC2(CC1)C(CC1=CC=CC=C12)N)SC1=C2C(CN(C2=CC=C1)C(C)=O)(F)F